BrC=1C(=NN2C1C(NCC2)=O)C2=C(C=NC=C2)F 3-bromo-2-(3-fluoropyridin-4-yl)-5H,6H,7H-pyrazolo[1,5-a]pyrazin-4-one